1,3-dimethoxytoluene COC1(C)CC(=CC=C1)OC